(2R)-3-{[(2R,3R,11bR)-3-(2,2-dimethylpropyl)-2-hydroxy-10-methoxy-1H,2H,3H,4H,6H,7H,11bH-pyrido[2,1-a]isoquinolin-9-yl]oxy}propane-1,2-diol CC(C[C@H]1[C@@H](C[C@H]2N(CCC3=CC(=C(C=C23)OC)OC[C@@H](CO)O)C1)O)(C)C